ClC1=NN2C(N=CC(=C2[C@H](C)OC)NC(NC=2C=C(C(=NC2)N2N=CC(=C2)NC(C2=CC=CC=C2)=O)C(F)(F)F)=O)=C1 (S)-N-(1-(5-(3-(2-chloro-7-(1-methoxyethyl)pyrazolo[1,5-a]pyrimidin-6-yl)ureido)-3-(trifluoromethyl)pyridin-2-yl)-1H-pyrazol-4-yl)benzamide